4-((2R,3S,4S,5R)-3-(3,4-difluoro-2-((E)-2-(hydroxyimino)-3-methylbutoxy)phenyl)-4,5-dimethyl-5-(trifluoromethyl)tetrahydrofuran-2-carboxamido)picolinamide FC=1C(=C(C=CC1F)[C@H]1[C@@H](O[C@]([C@H]1C)(C(F)(F)F)C)C(=O)NC1=CC(=NC=C1)C(=O)N)OC/C(/C(C)C)=N/O